ClC1=C(C(=CC=C1)SC)C=1C(=CC=CC1)N 2'-chloro-6'-(methylthio)-[1,1'-biphenyl]-2-amine